BrC1=CC2=C(N=C(O2)N[C@@H]2C[C@H](CC2)NC(OC(C)(C)C)=O)C=C1 tert-butyl ((1S,3S)-3-((6-bromobenzo[d]oxazol-2-yl)amino)cyclopentyl)carbamate